Diallylmethylacetamidylammonium C(C=C)C(CC=C)[NH2+]NC(C)=O